1,4-bis-Boc-2-piperazinecarboxylic acid C(=O)(OC(C)(C)C)N1C(CN(CC1)C(=O)OC(C)(C)C)C(=O)O